C=C(C(=O)OCCC(=O)N(CC)CC)CC(=O)OCCCCCCCC (3-(diethylamino)-3-oxopropyl) 4-octyl 2-methylenesuccinate